C(C)SC1=CC=CC=C1 Ethylsulfanylbenzene